C(C)N(CCC[N+]#[C-])CC diethyl-(3-isocyanopropyl)amine